C(C)(C)(C)[Si](OCCCC1=C(NC2=C(C(=CC=C12)Cl)B1OC(C(O1)(C)C)(C)C)C(=O)OCC)(C)C ethyl 3-{3-[(tertbutyldimethylsilyl)oxy]propyl}-6-chloro-7-(4,4,5,5-tetramethyl-1,3,2-dioxaborolan-2-yl)-1H-indole-2-carboxylate